(E)-2-(1-Acetylpiperidin-4-yl)-N-((1,2,3,5,6,7-hexahydro-s-indacen-4-yl)carbamoyl)ethensulfonamid C(C)(=O)N1CCC(CC1)/C=C/S(=O)(=O)NC(NC1=C2CCCC2=CC=2CCCC12)=O